5-[2-methyl-5-[[(1R,5S,7s)-3-oxa-9-azabicyclo[3.3.1]nonan-7-yl]oxy]-4-pyridyl]-N-(5-methylsulfonyl-2-pyridyl)pyrazolo[1,5-a]pyridin-2-amine CC1=NC=C(C(=C1)C1=CC=2N(C=C1)N=C(C2)NC2=NC=C(C=C2)S(=O)(=O)C)OC2C[C@H]1COC[C@@H](C2)N1